N-((2R)-1-(2-(cyclopropylmethyl)-4-(4-fluorophenyl)-2,8-diazaspiro[4.5]-decan-8-yl)-3-methyl-1-oxobutan-2-yl)-2-fluoro-5-(trifluoromethyl)benzamide C1(CC1)CN1CC2(C(C1)C1=CC=C(C=C1)F)CCN(CC2)C([C@@H](C(C)C)NC(C2=C(C=CC(=C2)C(F)(F)F)F)=O)=O